[4-methoxy-2-(trifluoro-methyl)phenyl]methan-amine COC1=CC(=C(C=C1)CN)C(F)(F)F